4-HYDROXY-QUINOLINE-3-CARBALDEHYDE OC1=C(C=NC2=CC=CC=C12)C=O